N-(2-aminoethyl)-2-(2,5-dioxo-2,5-dihydro-1H-pyrrol-1-yl)acetamide NCCNC(CN1C(C=CC1=O)=O)=O